dichlorodifluoroethane C(C(F)(F)Cl)Cl